8-((4-(5-(cyclopropylmethyl)-1-methyl-1H-pyrazol-4-yl)pyrimidin-2-yl)amino)-1,3-diazaspiro[4.5]decane-2,4-dione C1(CC1)CC1=C(C=NN1C)C1=NC(=NC=C1)NC1CCC2(C(NC(N2)=O)=O)CC1